BrC1=C(C(=C(C(=C1)F)OC)F)CC 1-bromo-2-ethyl-3,5-difluoro-4-methoxybenzene